(S)-5-Chloro-7-((2S,3S)-5-chloro-6-fluoro-3-methyl-2-phenyl-2-((S)-pyrrolidin-2-yl)-2,3-dihydrobenzofuran-4-yl)-8-fluoro-2,3-dihydrobenzo[b][1,4]dioxine-6-carboxamide ClC1=C(C(=C(C=2OCCOC21)F)C2=C(C(=CC1=C2[C@@H]([C@@](O1)([C@H]1NCCC1)C1=CC=CC=C1)C)F)Cl)C(=O)N